3,4,5-trifluoro-2-(2-pyridyl)phenyl-(2-carboxypyridyl)iridium (III) FC=1C(=C(C=C(C1F)F)[Ir+]C=1C(=NC=CC1)C(=O)O)C1=NC=CC=C1